C(#N)C1(CC1)NS(=O)(=O)C1=C(C=CC(=C1)OC1=C(C=C(C=C1Cl)N1N=C(C(NC1=O)=O)C(F)F)Cl)O N-(1-cyanocyclopropyl)-5-(2,6-dichloro-4-(6-(difluoromethyl)-3,5-dioxo-4,5-dihydro-1,2,4-triazin-2(3H)-yl)phenoxy)-2-hydroxybenzenesulfonamide